C(C)C(COC(CCS(=O)C1=C(C=2N(C=C1)C(=CN2)Cl)Cl)=O)CCCC 3-[(3,8-Dichloroimidazo[1,2-a]pyridin-7-yl)sulfinyl]propionic acid 2-ethylhexyl ester